N=1C(=CN2C1C=CC=C2)C[NH-] imidazo[1,2-a]pyridine-2-ylmethyl-amide